ClC=1C=C(C=CC1)[C@@H](CO)NC(=O)C=1OC=C(N1)C1=NC(=NC=C1C)NC12CC(C1)(C2)OC (S)-N-(1-(3-chlorophenyl)-2-hydroxyethyl)-4-(2-((3-methoxybicyclo[1.1.1]pentan-1-yl)amino)-5-methylpyrimidin-4-yl)oxazole-2-carboxamide